(E)-N-((7-Cyclopropyl-2-(4'-fluoro-2'-(4-methyl-4H-1,2,4-triazol-3-yl)-[1,1'-biphenyl]-3-yl)benzo[d]oxazol-5-yl)methylene)-2-methylpropane-2-sulfinamide C1(CC1)C1=CC(=CC=2N=C(OC21)C=2C=C(C=CC2)C2=C(C=C(C=C2)F)C2=NN=CN2C)\C=N\S(=O)C(C)(C)C